C[Si]1(O[Si](O[Si](O[Si](O1)(ON(CC)CC)ON(CC)CC)(C)C)(CCCC)CCCC)C tetramethyldibutyl-bis(diethylaminooxy)cyclotetrasiloxane